4-((4-(4-chloro-3-(trifluoromethyl)phenoxy)-3,5-difluorobenzyl)oxy)-6-methyl-1-((1-methyl-1H-pyrazol-4-yl)methyl)pyrimidin-2(1H)-one ClC1=C(C=C(OC2=C(C=C(COC3=NC(N(C(=C3)C)CC=3C=NN(C3)C)=O)C=C2F)F)C=C1)C(F)(F)F